C(C1=CC=CC=C1)NC(=O)C=1C=NN2C1C=CC=C2 Benzylpyrazolo[1,5-a]pyridin-3-ylcarboxamide